NC1=NC(=C(N1)C(C)=O)C 1-(2-amino-5-methyl-3H-imidazol-4-yl)ethanone